(E)-2,6-Dimethyl-6-octen-2-ol CC(C)(CCC\C(=C\C)\C)O